ClC=1C(=C(C=CC1O)NC=1C2=C(N=CN1)C=CC(=N2)O[C@@H]2CN(CC2)C(=O)OC(C)(C)C)F tert-butyl (S)-3-((4-((3-chloro-2-fluoro-4-hydroxyphenyl)amino)pyrido[3,2-d]pyrimidin-6-yl)oxy)pyrrolidine-1-carboxylate